C(CCCCCCCCCCCCC\C=C/C=C)O (15Z)-15,17-octadecadien-1-ol